ClC=1C(=NC(=NC1)NC1=C(C=C(C(=C1)C)C=1C[C@H](N([C@@H](C1)C1CC1)C)C1CC1)OC(C)C)NC1=C(C=CC=C1)S(=O)(=O)C(C)C 5-chloro-N2-(4-((2S,6R)-2,6-dicyclopropyl-1-methyl-1,2,3,6-tetrahydropyridin-4-yl)-2-isopropoxy-5-methyl-phenyl)-N4-(2-(isopropylsulfonyl)phenyl)pyrimidine-2,4-diamine